C[Sn](C1=C2C(=CN=C1)NC=C2)(C)C 4-(trimethylstannyl)-1H-pyrrolo[2,3-c]pyridine